ClC1=CC2=C(N=N1)N(C(=C2I)C2CN(C2)C(=O)OC(C)(C)C)COCC[Si](C)(C)C tert-butyl 3-(3-chloro-5-iodo-7-{[2-(trimethylsilyl)ethoxy]methyl}pyrrolo[2,3-c]pyridazin-6-yl)azetidine-1-carboxylate